N-cyclobutyl-2-(5-(trifluoromethyl)-1,2,4-oxadiazol-3-yl)-4,7-dihydrothieno[2,3-c]pyridine-6(5H)-carboxamide C1(CCC1)NC(=O)N1CC2=C(CC1)C=C(S2)C2=NOC(=N2)C(F)(F)F